CC1=CC2=C(N=CN=C2)S1 6-methylthieno[2,3-d]pyrimidin